2,7-bis(4-chlorophenyl)naphtho[2,3-b:7,6-b']difuran ClC1=CC=C(C=C1)C1=CC2=C(O1)C=C1C=C3OC(=CC3=CC1=C2)C2=CC=C(C=C2)Cl